6-(1-ethoxycyclopropyl)quinoline-4-carboxylic acid methyl ester COC(=O)C1=CC=NC2=CC=C(C=C12)C1(CC1)OCC